NC1=NC=2C=NC(=CC2C2=C1COC2)C(=O)N([C@H]2CCC1=CC(=CC=C21)OC(F)(F)F)C 4-amino-N-methyl-N-((1S)-5-(trifluoro-methoxy)-2,3-dihydro-1H-inden-1-yl)-1,3-dihydrofuro-[3,4-c][1,7]naphthyridine-8-carboxamide